C(=O)(OCC)C1=CC=C(C=C1)NC1N(C(=NC(=N1)N)N1CCOCC1)C1=CC=C(C=C1)C(=O)OCC N,N1-Bis-(4-carboethoxyphenyl)-6-morpholine-4-yl-[1,3,5]triazine-2,4-diamine